FC1=C(C(=CC=C1NS(=O)(=O)C1=CC(=CC=C1)OC(F)(F)F)F)C=1C=C2C=NC(=NC2=CC1)NC(C(C)(C)C)=O N-(6-(2,6-difluoro-3-(3-(trifluoromethoxy)phenylsulfonamido)phenyl)quinazolin-2-yl)pivaloamide